C(C)(C)C=1C=C(C=CC1)C(CC(=O)Cl)C 3-isopropylphenyl-methyl-propionyl chloride